ClCC(C(=O)NO)=O 3-chloro-N-hydroxy-2-oxopropanamide